(S)-8-chloro-6-(((1-(1-(difluoromethyl)cyclopropyl)-1H-1,2,3-triazol-4-yl)(1-methyl-1H-benzo[d]imidazol-7-yl)methyl)amino)-4-(neopentylamino)quinoline-3-carbonitrile ClC=1C=C(C=C2C(=C(C=NC12)C#N)NCC(C)(C)C)N[C@@H](C1=CC=CC2=C1N(C=N2)C)C=2N=NN(C2)C2(CC2)C(F)F